FC(S(=O)(=O)C1=CC=C(NC2=C3C(=NC(=C2)OC=2C(=CC(=NC2)C#N)C)N(C=N3)C)C=C1)F 5-[7-[4-(difluoromethylsulfonyl)anilino]-3-methyl-imidazo[4,5-b]pyridin-5-yl]oxy-4-methyl-pyridine-2-carbonitrile